(biphenylyl)(dimethylindenopyridineyl)(phenyldibenzothiophene) C1(=C(C=CC=C1)C=1C(=C(C2=C(SC3=C2C=CC=C3)C1)C1=CC=CC=C1)C1=NC3=C(C(=C1C)C)C=1C=CC=CC1C3)C3=CC=CC=C3